methyl 2-(4-methoxypyrimidin-2-yl)-2-methylpropanoate COC1=NC(=NC=C1)C(C(=O)OC)(C)C